COC(CCC(=O)OCC)C ethyl 4-methoxypentanoate